C1(CC1)C=1C2=C(C(N(C1)C1=CC(=CC=C1)C1(CC(C1)O)C1=NN=CN1C)=O)N(C(=C2)CN2C[C@H](CCC2)C)S(=O)(=O)C2=CC=C(C=C2)C 4-cyclopropyl-6-[3-[3-hydroxy-1-(4-methyl-1,2,4-triazol-3-yl)cyclobutyl]phenyl]-2-[[(3S)-3-methyl-1-piperidinyl]methyl]-1-(p-tolylsulfonyl)pyrrolo[2,3-c]pyridin-7-one